2,4-difluoro-3-(triethylsilyl)-benzoic acid FC1=C(C(=O)O)C=CC(=C1[Si](CC)(CC)CC)F